N-(3-(pyridin-3-yl)-1H-indazol-5-yl)isophthalamide N1=CC(=CC=C1)C1=NNC2=CC=C(C=C12)NC(C1=CC(C(=O)N)=CC=C1)=O